2'-Chloro-N-(5-(2,4-dimethyl-6-(trifluoromethyl)nicotinoyl)-5,6-dihydro-4H-pyrrolo[3,4-d]thiazol-2-yl)-5'-methoxy-6-methyl-[4,4'-bipyridine]-3-carboxamide ClC1=NC=C(C(=C1)C1=C(C=NC(=C1)C)C(=O)NC=1SC2=C(N1)CN(C2)C(C2=C(N=C(C=C2C)C(F)(F)F)C)=O)OC